OC1=C(C(=CC(=C1)C(F)(F)F)C)C1=CC2=C(N=N1)N(CC2)[C@@H]2CC(NC2)=O (R)-4-(3-(2-hydroxy-6-methyl-4-(trifluoromethyl)phenyl)-5,6-dihydro-7H-pyrrolo[2,3-c]pyridazin-7-yl)pyrrolidin-2-one